3-(4-(difluoromethoxy)phenoxy)-N-(3-(methylsulfonyl)phenyl)-6-(trifluoromethyl)pyridazine-4-carboxamide FC(OC1=CC=C(OC=2N=NC(=CC2C(=O)NC2=CC(=CC=C2)S(=O)(=O)C)C(F)(F)F)C=C1)F